Tetraethylenepentamine distearate C(CCCCCCCCCCCCCCCCC)(=O)O.C(CCCCCCCCCCCCCCCCC)(=O)O.NCCNCCNCCNCCN